N-(cyanomethyl)-2-(5-(3,5-dichlorophenyl)-5-(trifluoromethyl)-4,5-dihydroisoxazol-3-yl)-2,3-dihydro-1H-pyrrolo[3,4-c]pyridine-6-carboxamide C(#N)CNC(=O)C1=CC2=C(C=N1)CN(C2)C2=NOC(C2)(C(F)(F)F)C2=CC(=CC(=C2)Cl)Cl